3-chloro-4-trifluoromethyl-2,6-dinitrophenol ClC=1C(=C(C(=CC1C(F)(F)F)[N+](=O)[O-])O)[N+](=O)[O-]